(4-bromo-2-(isopropylamino)phenyl)propan-1-one BrC1=CC(=C(C=C1)C(CC)=O)NC(C)C